(5-amino-5-(1-(2-((2,5-difluorobenzyl)amino)-2-oxoethyl)-1H-tetrazol-5-yl)pentyl)boronic acid, hydrochloride Cl.NC(CCCCB(O)O)C1=NN=NN1CC(=O)NCC1=C(C=CC(=C1)F)F